4-(4-(aminomethyl)-1h-imidazol-1-yl)-5-tert-butoxy-5-oxopentanoate hydrochloride Cl.NCC=1N=CN(C1)C(CCC(=O)O)C(=O)OC(C)(C)C